(S)-1-(trityloxy)hexadecan-2-ol C(C1=CC=CC=C1)(C1=CC=CC=C1)(C1=CC=CC=C1)OC[C@H](CCCCCCCCCCCCCC)O